SC1(CC=C(C=C1)C=CC1=CC=CC=C1)S 4,4-dimercaptostilbene